NC=1C(=CC(=C(C#N)C1)OC)Br 5-amino-4-bromo-2-methoxybenzonitrile